CC(=CC(=O)O)C(CCCC)C 3,4-dimethyl-2-octenoic acid